ethyl 2-{5'-fluoro-1'-methyl-3-[4-(methylcarbamoyl)piperidin-1-yl]-[4,6'-biindazol]-1-yl}acetate FC=1C=C2C=NN(C2=CC1C=1C=2C(=NN(C2C=CC1)CC(=O)OCC)N1CCC(CC1)C(NC)=O)C